Cl.Cl.C(C)(C)(C)[C@H]1CN(C[C@H](N1)C)C=1N=NC(=CN1)C1=C(C=C(C=C1)C=1C=NNC1)O 2-{3-[(3S,5R)-3-tert-butyl-5-methylpiperazin-1-yl]-1,2,4-triazin-6-yl}-5-(1H-pyrazol-4-yl)phenol dihydrochloride